2-(3-chlorophenyl)-N-((2S)-1-(((2S)-4-(4-fluorophenyl)-1-hydroxy-1-(thiazol-2-yl)butan-2-yl)amino)-5-hydroxy-1-oxohexan-2-yl)thiazole ClC=1C=C(C=CC1)C1SC=CN1[C@H](C(=O)N[C@H](C(C=1SC=CN1)O)CCC1=CC=C(C=C1)F)CCC(C)O